NC1=C2C(=NC=N1)N(N=C2C2=CC=C(C=C2)NC(=O)C2=NN(C=C(C2=O)C2=CC=C(C=C2)F)CC2COCC2)C2COCC2 N-(4-(4-amino-1-(tetrahydrofuran-3-yl)-1H-pyrazolo[3,4-d]pyrimidin-3-yl)phenyl)-5-(4-Fluorophenyl)-4-oxo-1-((tetrahydrofuran-3-yl)methyl)-1,4-dihydropyridazine-3-carboxamide